ethyl 4-{4-cyano-3-hydroxy-8-[6-(trifluoromethoxy)pyridin-3-yl]quinolin-2-yl}-4-oxobutanoate C(#N)C1=C(C(=NC2=C(C=CC=C12)C=1C=NC(=CC1)OC(F)(F)F)C(CCC(=O)OCC)=O)O